C(C)(C)(C)OC(=O)N[C@@H](CCCCN(CCCCCO)C(=O)OC(C)(C)C)C(=O)OC(C)(C)C tert-butyl N2,N6-bis(tert-butoxycarbonyl)-N6-(5-hydroxypentyl)-L-lysinate